2-[p-(1-methyl-3-azetidinyloxy)phenylamino]-4-(3-quinolylamino)pyrimidine CN1CC(C1)OC1=CC=C(C=C1)NC1=NC=CC(=N1)NC=1C=NC2=CC=CC=C2C1